N-[5-(1H-benzimidazol-2-yl)-1-[(4-methoxyphenyl)methyl]pyrazol-3-yl]-3-chloro-4-(2-morpholinoethoxy)benzamide N1C(=NC2=C1C=CC=C2)C2=CC(=NN2CC2=CC=C(C=C2)OC)NC(C2=CC(=C(C=C2)OCCN2CCOCC2)Cl)=O